Cl.Cl.N1=CC=CC2=C(C=CC=C12)N1CC(CC1)C(=O)N (quinolin-5-yl)pyrrolidine-3-carboxamide dihydrochloride